5-(2-methoxyphenyl)isoxazol-3-amine COC1=C(C=CC=C1)C1=CC(=NO1)N